1-phenyl-hex-4-en-3-one C1(=CC=CC=C1)CCC(C=CC)=O